2-[(furan-2-ylmethyl)thio]-5-methylpyrazine O1C(=CC=C1)CSC1=NC=C(N=C1)C